(4Z)-11,11-dimethoxy-4-undecene COC(CCCCC\C=C/CCC)OC